methyl 3'-(bis((2-cyclopentyl-1-oxoisoindolin-5-yl)oxy)methyl)-4-chloro-[1,1'-biphenyl]-3-carboxylate C1(CCCC1)N1C(C2=CC=C(C=C2C1)OC(C=1C=C(C=CC1)C1=CC(=C(C=C1)Cl)C(=O)OC)OC=1C=C2CN(C(C2=CC1)=O)C1CCCC1)=O